S(=O)(=O)(O)C(C(=O)[O-])CC(=O)[O-] 2-sulfo-succinate